1-ethyl-3-((S)-1,1,1,5,5,5-hexafluoropentan-2-yl)-1-((R)-1-(6-methoxy-5-(8-methoxyimidazo[1,2-a]pyrazin-6-yl)pyridazin-3-yl)ethyl)urea C(C)N(C(=O)N[C@H](C(F)(F)F)CCC(F)(F)F)[C@H](C)C=1N=NC(=C(C1)C=1N=C(C=2N(C1)C=CN2)OC)OC